ethyl (2R)-2-[2-[2-bromo-4-fluoro-5-[3-methyl-2,6-dioxo-4-(trifluoromethyl)pyrimidin-1-yl]phenoxy]phenoxy]-2-methoxy-acetate BrC1=C(OC2=C(O[C@H](C(=O)OCC)OC)C=CC=C2)C=C(C(=C1)F)N1C(N(C(=CC1=O)C(F)(F)F)C)=O